ClN1[SiH2]N([SiH2]1)Cl di-chlorocyclodisilazane